propyl (S)-2-(6-amino-3-(3-(5-methyl-1,2,4-oxadiazol-3-yl)benzamido)hexan-amido)-4-methylthiazole-5-carboxylate NCCC[C@@H](CC(=O)NC=1SC(=C(N1)C)C(=O)OCCC)NC(C1=CC(=CC=C1)C1=NOC(=N1)C)=O